N'-[5-bromo-6-(4-isopropylcyclohexyloxy)-2-methyl-3-pyridinyl]-N-ethyl-N-methyl-formamidine BrC=1C=C(C(=NC1OC1CCC(CC1)C(C)C)C)N=CN(C)CC